(2-Amino-6-fluorophenyl)-4-((S)-2-methylpiperazin-1-yl)-2-(((S)-1-methylpyrrolidin-2-yl)methoxy)-6-(trifluoromethyl)-8H-pyrido[2,1-f][1,2,4]triazin-8-one hydrochloride Cl.NC1=C(C(=CC=C1)F)C=1C(=CC(N2N=C(N=C(C21)N2[C@H](CNCC2)C)OC[C@H]2N(CCC2)C)=O)C(F)(F)F